N-[(3-Fluorotetrahydropyran-4-ylidene)amino]carbamic acid tert-butyl ester C(C)(C)(C)OC(NN=C1C(COCC1)F)=O